3-(2-aminoethyl-amino)propyl-trimethoxysilane ethyl-1-(2-ethoxy-2-oxoethyl)-2-formyl-1H-pyrrole-3-carboxylate C(C)OC(=O)C1=C(N(C=C1)CC(=O)OCC)C=O.NCCNCCC[Si](OC)(OC)OC